[6-(3-cyclopropyl-1,2,4-triazol-1-yl)-2-azaspiro[3.3]heptan-2-yl]-[6-[[1-(2,2,2-trifluoroethyl)-1,2,4-triazol-3-yl]methyl]-2-azaspiro[3.3]heptan-2-yl]methanone C1(CC1)C1=NN(C=N1)C1CC2(CN(C2)C(=O)N2CC3(C2)CC(C3)CC3=NN(C=N3)CC(F)(F)F)C1